1-(diazidomethyl)-3,4-dinitro-1H-pyrazole-5-amine N(=[N+]=[N-])C(N1N=C(C(=C1N)[N+](=O)[O-])[N+](=O)[O-])N=[N+]=[N-]